NCC(=O)N(C)C1=CC=C(C=C1)I amino-N-(4-iodophenyl)-N-methylacetamide